C12COCC(N1C=1SC=3C=NC(=CC3N1)NC1=NC(=C(C=C1)C1CCOCC1)CN1CCCC1)C2 N-(2-{3-Oxa-6-azabicyclo[3.1.1]heptan-6-yl}-[1,3]thiazolo[5,4-c]pyridin-6-yl)-5-(oxan-4-yl)-6-[(pyrrolidin-1-yl)methyl]pyridin-2-amine